N,N-bis(2-aminoethyl)terephthalamide NCCN(C(C1=CC=C(C(=O)N)C=C1)=O)CCN